C[C@@H]1O[C@@H](CN([C@@H]1CNC1=NC=C(C=C1)C(F)(F)F)C(=O)C1=NC(=CC=C1C1=NC=CC=N1)C([2H])([2H])[2H])C ((2S,3R,6R)-2,6-dimethyl-3-(((5-(trifluoromethyl)pyridin-2-yl)amino)methyl)morpholino)(6-(methyl-d3)-3-(pyrimidin-2-yl)pyridin-2-yl)methanone